2-methacryloylethyl disulfide C(C(=C)C)(=O)CCSSCCC(C(=C)C)=O